N-benzyl-1-(trimethylsilyl)methylamine C(C1=CC=CC=C1)NC[Si](C)(C)C